CC1(C(NC2=CC(=CC=C12)N1[C@@H](CN(CC1)C(=O)OC(C)(C)C)C)=O)C tert-butyl (R)-4-(3,3-dimethyl-2-oxoindolin-6-yl)-3-methylpiperazine-1-carboxylate